CC1=C(C(CCC1)(C)C)/C=C/C(C)=O (E)-4-(2,6,6-trimethylcyclohex-1-en-1-yl)-but-3-en-2-one